N-cyclobutyl-2-(5-(trifluoromethyl)-1,2,4-oxadiazol-3-yl)-6,7-dihydrothieno[3,2-c]pyridine-5(4H)-carboxamide C1(CCC1)NC(=O)N1CC2=C(CC1)SC(=C2)C2=NOC(=N2)C(F)(F)F